NC(C(O)O)(C)C 2-amino-2-methyl-propanediol